N-(2-(1-(4-chlorophthalazin-1-yl)piperidin-4-yl)ethyl)sulfonamide ClC1=NN=C(C2=CC=CC=C12)N1CCC(CC1)CCNS(=O)=O